FC(B1C(C=C(C=C1C(F)(F)F)C(F)(F)F)C(F)(F)F)(F)F 1,2,4,6-tetrakis(trifluoromethyl)-2H-borinine